1-cyclopropyl-N-((5-(trifluoro-methoxy)pyridin-2-yl)methyl)-methanamine C1(CC1)CNCC1=NC=C(C=C1)OC(F)(F)F